C(C)(C)(C)OC(=O)N1CC2(C1)CN(CC2)C2=NC=NC1=CC=C(C=C21)C=2C=NC(=C(C2)NS(=O)(=O)C2=C(C=C(C=C2)F)F)OC 6-(6-(5-((2,4-difluorophenyl)sulfonylamino)-6-methoxypyridine-3-yl)quinazolin-4-yl)-2,6-diazaspiro[3.4]octane-2-carboxylic acid tert-butyl ester